C(#N)C=1C=NN2C1C(=CC(=C2)O)C=2C=CC(=NC2)N2CC1N(C(C2)C1)C(=O)OC(C)(C)C tert-butyl 3-(5-(3-cyano-6-hydroxypyrazolo[1,5-a]pyridine-4-yl)pyridin-2-yl)-3,6-diazabicyclo[3.1.1]heptan-6-carboxylate